O=C1NC(CC[C@H]1NC1=CC(=C(C=C1)C1CCN(CC1)CC1CCNCC1)F)=O |r| (±)-4-((4-(4-((2,6-dioxopiperidin-3-yl)amino)-2-fluorophenyl)piperidin-1-yl)methyl)piperidine